6-bromo-8-iodo-1-methyl-9H-pyrido[3,4-b]indole BrC=1C=C2C3=C(NC2=C(C1)I)C(=NC=C3)C